S(=O)(=O)(C1=CC=C(C)C=C1)N1C=C(C=2C1=CN=CC2)C2=CC(=NC=C2)NCC2CCN(CC2)C(=O)OC(C)(C)C tert-butyl 4-(((4-(1-tosyl-1H-pyrrolo[2,3-c]pyridin-3-yl)pyridin-2-yl)amino)methyl)piperidine-1-carboxylate